[2,4'-bipyridine]-6-carbonitrile N1=C(C=CC=C1C#N)C1=CC=NC=C1